C(=O)(O)[C@H](CC(=O)N1CC2=CC(=C(C(=C2C1)Cl)OCCCOC=1C=C2CN(CC2=CC1O)C(C[C@@H](C(=O)O)C)=O)OC)C (S)-4-(5-(3-((2-((S)-3-carboxybutanoyl)-4-chloro-6-methoxyisoindolin-5-yl)oxy)propoxy)-6-hydroxyisoindolin-2-yl)-2-methyl-4-oxobutanoic acid